6-Amino-4-((3-chloro-4-(pyridin-2-ylmethoxy)phenyl)amino)-7-ethoxyquinoline-3-carbonitrile NC=1C=C2C(=C(C=NC2=CC1OCC)C#N)NC1=CC(=C(C=C1)OCC1=NC=CC=C1)Cl